FC(C(=O)O)(F)F.N1(CCCC12CCCNC2)C(C(F)(F)F)=O 1-(1,9-Diazaspiro[4.5]decan-1-yl)-2,2,2-trifluoro-ethanone 2,2,2-trifluoroacetic acid salt